O.O.C(C=1C(C(=O)O)=CC(C(=O)O)=CC1)(=O)O.C(C=1C(C(=O)O)=CC(C(=O)O)=CC1)(=O)O.C(CO)O ethylene glycol bistrimellitate dihydrate